2-[[5-(4-chloro-2-fluoro-phenyl)-3-methyl-triazol-4-yl]methyl]-5-[(7S)-7-fluoro-5-oxa-2-azaspiro[3.5]nonan-2-yl]pyridazin-3-one tert-butyl-(6-(chloromethyl)pyridin-2-yl)carbamate C(C)(C)(C)N(C(O)=O)C1=NC(=CC=C1)CCl.ClC1=CC(=C(C=C1)C1=C(N(N=N1)C)CN1N=CC(=CC1=O)N1CC2(C1)OC[C@H](CC2)F)F